2-(2-methoxyphenyloxy)benzoic acid COC1=C(C=CC=C1)OC1=C(C(=O)O)C=CC=C1